[S].[Ca] calcium monosulfur